OCCN1CC=2C=NC=CC2C1=O (2-hydroxyethyl)-2,3-dihydro-1H-pyrrolo[3,4-c]pyridin-1-one